C1NCC12CC(C2)CNC2(COC2)C(F)(F)F N-(2-azaspiro[3.3]heptan-6-ylmethyl)-3-(trifluoromethyl)oxetan-3-amine